COC1=CC=C(C=N1)NC(=O)[C@@H]1[C@H]2[C@@H]3C[C@@H]3[C@@H]([C@@H]1C1=CC=NC=C1)O2 (1S,2S,4R,5R,6S,7S)-N-(6-methoxypyridin-3-yl)-7-(pyridin-4-yl)-8-oxatricyclo[3.2.1.02,4]octane-6-carboxamide